COC1CN(CC1)C(=O)N(CC(NC=1C=C2CC3(CC2=CC1)C(NC1=NC=CC=C13)=O)=O)CC1=C(C=CC=C1)CNC 3-Methoxy-N-[[2-(methylaminomethyl)phenyl]methyl]-N-[2-oxo-2-[(2-oxospiro[1H-pyrrolo[2,3-b]pyridine-3,2'-indane]-5'-yl)amino]ethyl]pyrrolidine-1-carboxamide